tert-Butyl (1-(((2-(2,6-dioxopiperidin-3-yl)-1-oxoisoindolin-4-yl)oxy)methyl)cyclopropyl)carbamate O=C1NC(CCC1N1C(C2=CC=CC(=C2C1)OCC1(CC1)NC(OC(C)(C)C)=O)=O)=O